ClC=1C(=C2C=NNC2=C(C1F)C#N)C1=CC=2N(C=C1)N=C(C2)NC(=O)C2C(C2)F N-(5-(5-chloro-7-cyano-6-fluoro-1H-indazol-4-yl)pyrazolo[1,5-a]pyridin-2-yl)-2-fluorocyclopropane-1-carboxamide